N-(2-morpholinoethyl)-5-nitro-1H-benzo[d]imidazol-2-amine O1CCN(CC1)CCNC1=NC2=C(N1)C=CC(=C2)[N+](=O)[O-]